COC=1C(=NC(=NC1)NC1=CC(=CC=C1)S(N)(=O)=O)N1CCN(CC1)C=1C=C(CNC(C2=CC=C(C=C2)CCC(=O)NC)=O)C=CC1 N-(3-(4-(5-methoxy-2-((3-sulfamoylphenyl)amino)pyrimidin-4-yl)piperazin-1-yl)benzyl)-4-(3-(methylamino)-3-oxopropyl)benzamide